1-(2-((2-(3-chloro-2-fluorophenylmethylamino)-2-oxoethyl)(cyclopropyl)amino)-2-oxoethyl)-5-(2-(1-methylpiperidin-4-yl)acetamido)-1H-indazole-3-carboxamide ClC=1C(=C(C=CC1)CNC(CN(C(CN1N=C(C2=CC(=CC=C12)NC(CC1CCN(CC1)C)=O)C(=O)N)=O)C1CC1)=O)F